sodium (2S,3R)-2-ethyl-4-hydroxy-3-((1-methyl-1H-imidazol-5-yl)methyl)butanoate C(C)[C@H](C(=O)[O-])[C@H](CO)CC1=CN=CN1C.[Na+]